N-((S)-1-amino-3-hydroxy-2-methyl-1-oxopropan-2-yl)-2-methyl-5-(1-phenylethyl)benzofuran-3-carboxamide NC([C@@](CO)(C)NC(=O)C1=C(OC2=C1C=C(C=C2)C(C)C2=CC=CC=C2)C)=O